4-(cyclobutylsulfamoyl)benzoic acid C1(CCC1)NS(=O)(=O)C1=CC=C(C(=O)O)C=C1